2-(3-{[4-methanesulfonyl-2-(2-methoxyethoxy)phenyl]amino}prop-1-yn-1-yl)-N-(1-methylpiperidin-4-yl)-1-(2,2,2-trifluoroethyl)-1H-indol-4-amine CS(=O)(=O)C1=CC(=C(C=C1)NCC#CC=1N(C=2C=CC=C(C2C1)NC1CCN(CC1)C)CC(F)(F)F)OCCOC